N-(2-(5-(5-(2-cyclopentylethyl)-1,2,4-oxadiazol-3-yl)-1H-benzo[d]imidazol-1-yl)ethyl)-2-iodobenzamide C1(CCCC1)CCC1=NC(=NO1)C1=CC2=C(N(C=N2)CCNC(C2=C(C=CC=C2)I)=O)C=C1